OC(CCN1N=C2C=C(C(=CC2=C1)NC(C1=CC(=CC=C1)[N+](=O)[O-])=O)C1=CC=C(C(=O)O)C=C1)(C)C 4-(2-(3-hydroxy-3-methylbutyl)-5-(3-nitrobenzamido)-2H-indazol-6-yl)benzoic acid